FC=1C=NN(C1)C1=CC=C(C=N1)[C@H](C)N1CC(N(C2(C1=C=O)CCN(CC2)C(=O)OC(C)(C)C)CCC)=C=O tert-butyl (S)-4-(1-(6-(4-fluoro-1H-pyrazol-1-yl) pyridin-3-yl) ethyl)-2,5-dicarbonyl-1-propyl-1,4,9-triazaspiro[5.5]undecane-9-carboxylate